FC1=C(C=CC=C1)C1=CN=C(S1)C1=CC2=C(N(N=N2)C(C)C)C=C1 5-(2-fluorophenyl)-2-(1-isopropyl-1H-benzo[d][1,2,3]triazol-5-yl)thiazole